OCCNCCC[Si](OC)(OC)C gamma-(2-hydroxyethyl)aminopropylmethyldimethoxysilane